C(C)(=O)OCC(CC1=C(N(C2=CC=C(C=C12)Br)CC)C=1C(=NC=C(C1)N1C[C@@H]2N(CC1)CCC2)[C@H](C)OC)(C)C 3-(5-bromo-1-ethyl-2-(5-((R)-hexahydropyrrolo[1,2-a]pyrazin-2(1H)-yl)-2-((S)-1-methoxyethyl) pyridin-3-yl)-1H-indol-3-yl)-2,2-dimethylpropyl acetate